COC([C@@](CN1N=CN=C1)(O)C1=C(C=C(C=C1)OC1=CC=C(C=C1)Cl)Cl)=O.ClC1=NC(=CC(=C1)C(C)(C)F)Cl |r| 2,6-dichloro-4-(2-fluoropropane-2-yl)pyridine Methyl-(2RS)-2-[2-chloro-4-(4-chlorophenoxy)phenyl]-2-hydroxy-3-(1H-1,2,4-triazol-1-yl)propanoate